4-((1R,3s,5S)-8-azabicyclo[3.2.1]octan-3-yl)-7-chloro-1-methyl-1,4-dihydropyrido[2,3-b]pyrazine-2,3-dione [C@H]12CC(C[C@H](CC1)N2)N2C1=C(N(C(C2=O)=O)C)C=C(C=N1)Cl